C(=C)C1=CC=C(C=N1)C(=O)OCC Ethyl 6-vinylpyridine-3-carboxylate